1-(5-tert-butyl-2H-pyrazol-3-yl)-3-{4-[5-(2-{3-[2-(2,6-dioxopiperidin-3-yl)-1,3-dioxo-2,3-dihydro-1H-isoindol-4-yl]-prop-2-ynyloxy}-ethoxy)-benzimidazol-1-yl]-phenyl}-urea C(C)(C)(C)C=1C=C(NN1)NC(=O)NC1=CC=C(C=C1)N1C=NC2=C1C=CC(=C2)OCCOCC#CC2=C1C(N(C(C1=CC=C2)=O)C2C(NC(CC2)=O)=O)=O